OC1=C(C=C(C=C1C)C(C)(C1=CC(=C(C(=C1)C)O)C)C1=CC(=C(C(=C1)C)O)C)C 1,1,1-Tris(4-hydroxy-3,5-dimethylphenyl)ethane